1-[(2-{[2-(4-fluorophenyl)-2-methylpropyl]amino}pyrimidin-5-yl)carbonylamino]cyclopropanecarboxylic acid FC1=CC=C(C=C1)C(CNC1=NC=C(C=N1)C(=O)NC1(CC1)C(=O)O)(C)C